COC1=CC=C2COC(C2=C1)=O 6-methoxyisobenzofuranone